Methyl 2-((((benzyloxy)carbonyl)amino)methyl)-1-methyl-1H-benzo[d]imidazole-4-carboxylate Methyl-2-((((benzyloxy)carbonyl)amino)methyl)-1H-benzo[d]imidazole-7-carboxylate COC(=O)C1=CC=CC2=C1NC(=N2)CNC(=O)OCC2=CC=CC=C2.C(C2=CC=CC=C2)OC(=O)NCC2=NC1=C(N2C)C=CC=C1C(=O)OC